1,3-Dimethyl-2-(1-phenylpyridin-1-ium-4-yl)-1H-benzimidazol-3-ium bis(tetrafluoroborate) F[B-](F)(F)F.F[B-](F)(F)F.CN1C(=[N+](C2=C1C=CC=C2)C)C2=CC=[N+](C=C2)C2=CC=CC=C2